O1C[C@H](CC1)CC(=O)O (R)-2-(tetrahydrofuran-3-yl)acetic acid